C(C1=CC=CC=C1)(=O)C1=C(C2=C(S1)C=C(C=C2)O)OC2=CC=C(C=C2)/C=C/C(=O)OC Methyl (E)-3-(4-((2-benzoyl-6-hydroxybenzo[b]thiophen-3-yl)oxy)phenyl)acrylate